imidazo[5,4-c]quinolin-2-one N=1C(N=C2C=NC=3C=CC=CC3C21)=O